(3R)-1-((1R,4R)-4-(4-(2,6-DIOXOPIPERIDIN-3-YL)PHENOXY)CYCLOHEXANE-1-CARBONYL)PYRROLIDINE-3-CARBOXYLIC ACID O=C1NC(CCC1C1=CC=C(OC2CCC(CC2)C(=O)N2C[C@@H](CC2)C(=O)O)C=C1)=O